hexamethylene-bis-{5-(4-fluorophenyl)-biguanide} FC1=CC=C(C=C1)NC(NC(NCCCCCCNC(=N)NC(=N)NC1=CC=C(C=C1)F)=N)=N